14-(3-(4,4-difluorocyclohexyl)ureido)tetradecanoic acid FC1(CCC(CC1)NC(NCCCCCCCCCCCCCC(=O)O)=O)F